N-((1-(3-(1-iso-Butylthioureido)-4-methylphenyl)-1H-1,2,3-triazol-4-yl)methyl)methanesulfonamide C(C(C)C)N(C(=S)N)C=1C=C(C=CC1C)N1N=NC(=C1)CNS(=O)(=O)C